OCCCNC(=S)NC1=CC=C(C=C1)I 1-(3-hydroxypropyl)-3-(4-iodophenyl)thiourea